FC1C(C1)C(=O)NC=1N=C2N(C=C(C=C2)C2=C(C=CC=C2CO)F)C1 2-fluoro-N-(6-(2-fluoro-6-(hydroxymethyl)phenyl)imidazo[1,2-a]pyridin-2-yl)cyclopropane-1-carboxamide